C(C)NC(=O)N1[C@H]([C@H](CCC1)C1=NN(C=C1C)COCC[Si](C)(C)C)CO[C@@H]1CC[C@@H](CC1)C1=CC(=CC=C1)F N-ethyl-(CIS)-2-((((CIS)-4-(3-fluorophenyl)cyclohexyl)oxy)methyl)-3-(4-methyl-1-((2-(trimethylsilyl)ethoxy)methyl)-1H-pyrazol-3-yl)piperidine-1-carboxamide